BrC1=CN(C2=C1C=NC=C2)S(=O)(=O)C2=CC=CC=C2 3-bromo-1-(benzenesulfonyl)-1H-pyrrolo[3,2-c]pyridine